Benzyl 2,4-di-O-benzyl-3-O-p-methoxybenzyl-β-D-glucopyranosyl-(1→4)-2-azido-3,6-di-O-benzyl-2-deoxy-β-D-glucopyranoside C(C1=CC=CC=C1)O[C@H]1[C@@H](O[C@@H]([C@H]([C@@H]1OCC1=CC=C(C=C1)OC)OCC1=CC=CC=C1)CO)O[C@H]1[C@@H]([C@H]([C@H](OCC2=CC=CC=C2)O[C@@H]1COCC1=CC=CC=C1)N=[N+]=[N-])OCC1=CC=CC=C1